NCC1CCCOCC2CN(CCN2C=2C=3CCN(CC3N=C(O1)N2)C2=CC=CC1=CC=CC=C21)C(=O)OCC2=CC=CC=C2 benzyl 13-(aminomethyl)-19-(naphthalen-1-yl)-9,14-dioxa-2,5,16,19,23-pentaazatetracyclo[13.7.1.0^{2,7}.0^{17,22}]tricosa-1(23),15,17(22)-triene-5-carboxylate